methyl 4-{[5-({bis[(tert-butoxy)carbonyl]amino}methyl)pyridin-2-yl]carbamoyl}bicyclo[2.2.2]octane-1-carboxylate C(C)(C)(C)OC(=O)N(C(=O)OC(C)(C)C)CC=1C=CC(=NC1)NC(=O)C12CCC(CC1)(CC2)C(=O)OC